2,3-dichloro-5-(trifluoromethyl)-pyridine ClC1=NC=C(C=C1Cl)C(F)(F)F